O1CC(C1)N1CCN(CC1)C1=CC=CC(=N1)S(=O)(=O)NC1=NC(=C(C=C1)C(F)(F)F)C1=C(C=CC=C1)C 6-(4-(oxetan-3-yl)piperazin-1-yl)-N-(6-(o-tolyl)-5-(trifluoromethyl)pyridin-2-yl)pyridine-2-sulfonamide